C(C1CO1)OCCC[Si](OCCC)(OCCC)OCCC 3-Glycidyloxypropyltripropoxysilan